Isobutyl 3-(1-((1-(3-chloro-4-phenoxybenzyl)piperidin-4-yl)methyl)-1H-1,2,3-triazol-4-yl)-5-fluoro-1H-indol-2-carboxylat ClC=1C=C(CN2CCC(CC2)CN2N=NC(=C2)C2=C(NC3=CC=C(C=C23)F)C(=O)OCC(C)C)C=CC1OC1=CC=CC=C1